8-(methylsulfinyl)octylamine CS(=O)CCCCCCCCN